3-[2-Ethyl-5-(propan-2-yl)furan-3-yl]-1-[(1-methyl-1H-pyrazol-4-yl)(1-methylpiperidin-3-yl)sulfamoyl]urea C(C)C=1OC(=CC1NC(NS(N(C1CN(CCC1)C)C=1C=NN(C1)C)(=O)=O)=O)C(C)C